C(C)OC(CCC(=O)N1CC2=CC(=C(C(=C2C1)F)O)OC)=O 4-(4-fluoro-5-hydroxy-6-methoxyisoindolin-2-yl)-4-oxobutanoic acid ethyl ester